CC1(CCC(C=2C=COC21)=O)C 7,7-dimethyl-6,7-dihydrobenzofuran-4(5H)-one